C1(CCCCC1)CSC1=NC2=C(N1)C=CC=C2 2-((cyclohexylmethyl)thio)-1H-benzo[d]imidazole